C=C(C)C1=CC=C(C=N1)C(=O)N 6-(prop-1-en-2-yl)pyridine-3-carboxamide